N-(4,4-difluorocyclohexyl)-1,5,7-trimethyl-4-oxo-4,5-dihydro-1H-pyrrolo[3,2-c]pyridine-3-carboxamide FC1(CCC(CC1)NC(=O)C1=CN(C2=C1C(N(C=C2C)C)=O)C)F